2,2'-((butane-1,4-diylbis(((9Z,12Z)-octadeca-9,12-dien-1-yl)azanediyl))bis(2-hydroxypropane-3,1-diyl))bis(isoindoline-1,3-dione) C(CCCN(CCCCCCCC\C=C/C\C=C/CCCCC)CC(CN1C(C2=CC=CC=C2C1=O)=O)O)N(CCCCCCCC\C=C/C\C=C/CCCCC)CC(CN1C(C2=CC=CC=C2C1=O)=O)O